COC1=CC=C2C(=CN(C2=C1)CC#N)C=1SC=C(N1)C1=C(NC2=CC=C(C=C12)OC)C 2-(6-methoxy-3-(4-(5-methoxy-2-methyl-1H-indol-3-yl)thiazol-2-yl)-1H-indol-1-yl)acetonitrile